The molecule is a tricyclic diterpenoid isolated from the stem bark of Fraxinus sieboldiana. It has a role as a plant metabolite. It is a cyclic terpene ketone, a member of phenols, a tricyclic diterpenoid and an ether. CCO[C@@H]1C[C@@H]2C(=CC(=O)CC2(C)C)C3=CC(=C(C=C13)C(C)C)O